COC(=O)C1=NC=2CCCC(C2C=C1)O[Si](C)(C)C(C)(C)C 5-((tert-Butyldimethylsilyl)oxy)-5,6,7,8-tetrahydroquinoline-2-carboxylic acid methyl ester